FC1=CC2=C(NC(=N2)C=O)C=C1F 5,6-DIFLUORO-1H-BENZOIMIDAZOLE-2-CARBALDEHYDE